3-phosphopropanol P(=O)(=O)CCCO